FC=1C=C(C=C(C1OC1=C2C(=NC=C1)NC=C2C(F)(F)F)F)NC=2OCC(C(N2)C)CO (+/-)-{2-[(3,5-difluoro-4-{[3-(trifluoromethyl)-1H-pyrrolo[2,3-b]pyridin-4-yl]oxy}phenyl)amino]-4-methyl-5,6-dihydro-4H-1,3-oxazin-5-yl}methanol